C(#N)C=1C=C(C(=C(C1)NS(=O)(=O)C=1C=C(C(=O)O)C=CC1C1CC1)OC1CCCC1)F 3-(N-(5-cyano-2-(cyclopentyloxy)-3-fluorophenyl)sulfamoyl)-4-cyclopropylbenzoic acid